3-Butylheptyl 8-((8-(heptadecan-9-yloxy)-8-oxooctyl) (3-((2-(methylamino)-3,4-dioxocyclobut-1-en-1-yl)amino)propyl)amino)octanoate CCCCCCCCC(CCCCCCCC)OC(CCCCCCCN(CCCCCCCC(=O)OCCC(CCCC)CCCC)CCCNC1=C(C(C1=O)=O)NC)=O